C1(CC1)S(=O)(=O)NC=1SC=C(N1)C(C(=O)NC1=CC=C(C=N1)C=1C=NC=C(C1)OCC(F)(F)F)(C)C 2-(2-(cyclopropanesulfonamido)thiazol-4-yl)-2-methyl-N-(5'-(2,2,2-trifluoroethoxy)-[3,3'-bipyridin]-6-yl)propanamide